C1(CC1)N1C[C@@H](CCC1)NC(CN1N=C(N2C(C1=O)=CC1=C2SC=C1)C(C)C)=O (R)-N-(1-cyclopropylpiperidin-3-yl)-2-(8-isopropyl-5-oxothieno[3',2':4,5]pyrrolo[1,2-d][1,2,4]triazin-6(5H)-yl)acetamide